5-chloro-4-amino-2,1,3-benzothiadiazole ClC1=C(C=2C(=NSN2)C=C1)N